C(C)(C)(C)C1=C(C=CC=C1)I 1-(tert-butyl)-2-iodobenzene